(S)-4-((2,2-difluoroethyl)(4-(5,6,7,8-tetrahydro-1,8-naphthyridin-2-yl)butyl)amino)-2-((6-phenylpyrimidin-4-yl)amino)butanoic acid FC(CN(CC[C@@H](C(=O)O)NC1=NC=NC(=C1)C1=CC=CC=C1)CCCCC1=NC=2NCCCC2C=C1)F